Isothiochroman-4-one oxime C1SCC(C2=CC=CC=C12)=NO